5,9-dichloro-7-fluoro-3,3-dimethyl-3,4-dihydrobenzo[c][2,6]naphthyridin-1(2H)-one ClC1=NC2=C(C=3C(NC(CC13)(C)C)=O)C=C(C=C2F)Cl